[C@@H]12COC[C@@H](N1C1=NC3=CC=C(C=C3C=C1)C=O)C2 2-[(1R,5S)-3-oxa-6-azabicyclo[3.1.1]heptan-6-yl]quinoline-6-carbaldehyde